NC=1C=C(C#N)C=CC1B1OC(CO1)(C)C 3-amino-4-(5,5-dimethyl-1,3,2-dioxaborolan-2-yl)-benzonitrile